Cl.N[C@H](C(=O)O)CN L-2,3-diaminopropionic acid hydrochloride